C(C)N1N=CC(=C1)OC=1C(=NC=C(N1)C1=CC(=C2CCN(CC2=C1)C)OC)N 3-(1-ethyl-1H-pyrazol-4-yloxy)-5-(5-methoxy-2-methyl-1,2,3,4-tetrahydroisoquinolin-7-yl)pyrazin-2-amine